ClC=1C=NC(=NC1)C#CC1=CN(C2=NC=C(C=C21)NC(C=C)=O)C N-(3-((5-Chloropyrimidin-2-yl)ethynyl)-1-methyl-1H-pyrrolo[2,3-b]pyridin-5-yl)acrylamide